1,2,4,5-benzenetetraFormic acid C=1(C(=CC(=C(C1)C(=O)O)C(=O)O)C(=O)O)C(=O)O